2-[(oxirane-2-yl)methoxy]ethane-1-ol O1C(C1)COCCO